(S)-3-(1,3-dioxoisoindolin-2-yl)-5-methyl-4-oxo-2,3,4,5-tetrahydrobenzo[b][1,4]Oxazepine-7-carbonitrile O=C1N(C(C2=CC=CC=C12)=O)[C@@H]1C(N(C2=C(OC1)C=CC(=C2)C#N)C)=O